S1C=NC2=C1C=CC(=C2)NC2=C1C(=NC=C2)SC(=C1)C1=CCCN(C1C)C(=O)OCC1=CC=CC=C1 benzyl 5-(4-(benzo[d]thiazol-5-ylamino) thieno[2,3-b]pyridin-2-yl)-6-methyl-3,6-dihydropyridine-1(2H)-carboxylate